bismuth (III) methanesulphonate CS(=O)(=O)[O-].[Bi+3].CS(=O)(=O)[O-].CS(=O)(=O)[O-]